rel-(R)-3-[4-(Isopropylsulfonimidoyl)anilino]-5-(methylamino)-6-(3-methylimidazo[4,5-c]pyridin-7-yl)pyrazine C(C)(C)[S@](=O)(=N)C1=CC=C(NC=2C=NC(=C(N2)NC)C=2C3=C(C=NC2)N(C=N3)C)C=C1 |o1:3|